C(C=C)(=O)OC12CCCC(CCC1)CC2 bicyclo[3.3.2]decanyl acrylate